5-(4-((2-(4-((3-((1H-pyrazol-4-yl)amino)-5-(trifluoromethoxy)benzyl)amino)butoxy)ethyl)amino)-1H-indazol-6-yl)pyridazin-3-ol N1N=CC(=C1)NC=1C=C(CNCCCCOCCNC2=C3C=NNC3=CC(=C2)C=2C=C(N=NC2)O)C=C(C1)OC(F)(F)F